O1COCC2=C1C=CC(=C2)C(N2CCN(CC2)C(=O)ON=C(C)C)C2=CC1=C(OCOC1)C=C2 propan-2-one O-(4-(bis(4H-benzo[d][1,3]dioxin-6-yl)methyl)piperazine-1-carbonyl) oxime